5-(2-(4-((3-cyclopropyl-4-(trifluoro-methoxy)benzyl)amino)butoxy)ethoxy)benzo[c][2,6]naphthyridine C1(CC1)C=1C=C(CNCCCCOCCOC2=NC3=C(C4=CN=CC=C24)C=CC=C3)C=CC1OC(F)(F)F